CC1=NC(=CC(=N1)N1CCC2(C[C@H](NC2)C(=O)O)CC1)O[C@@H](C(F)(F)F)C1=C(C=C(C=C1)C=1C(=NC=CC1)OC)N1N=C(C=C1)C (S)-8-(2-methyl-6-((R)-2,2,2-trifluoro-1-(4-(2-methoxypyridin-3-yl)-2-(3-methyl-1H-pyrazol-1-yl)phenyl)ethoxy)pyrimidin-4-yl)-2,8-diazaspiro[4.5]decane-3-carboxylic acid